ACRYLOXYMETHYLTRIMETHOXYSILANE C(C=C)(=O)OC[Si](OC)(OC)OC